N-[2-(7-fluoro-1H-indol-3-yl)ethyl]propan-1-amine FC=1C=CC=C2C(=CNC12)CCNCCC